5-(3-(2,2-Difluoroethyl)-2-methyl-3H-imidazo[4,5-b]pyridin-5-yl)-N-((4-methylmorpholin-2-yl)methyl)pyrrolo[2,1-f][1,2,4]triazin-2-amine FC(CN1C(=NC=2C1=NC(=CC2)C=2C=CN1N=C(N=CC12)NCC1CN(CCO1)C)C)F